ethoxy-2-propyl acetate C(C)(=O)OC(C)COCC